Z-cysteine N[C@@H](CS)C(=O)O